C=C(CCC)C1=C(C(=C(C(=C1C)C)C)C)OC1=CC=CC=2NN=NC21 methylene-benzotriazolyl-tetramethyl-butylphenol